OC1(C=CCC(N1)(OC)O)OC 6-hydroxy-2-hydroxy-2,6-dimethoxypyridine